4-[(E)-2-[2-[2-[5-[2-(Dimethylamino)ethoxy]isoindolin-2-yl]pyrimidin-4-yl]pyrimidin-4-yl]vinyl]pyridin-2-amine CN(CCOC=1C=C2CN(CC2=CC1)C1=NC=CC(=N1)C1=NC=CC(=N1)/C=C/C1=CC(=NC=C1)N)C